4-(6-((trans)-3-amino-4-methoxypyrrolidin-1-yl)pyridin-3-yl)-6-ethoxypyrazolo[1,5-a]pyridine N[C@@H]1CN(C[C@H]1OC)C1=CC=C(C=N1)C=1C=2N(C=C(C1)OCC)N=CC2